C(=O)([O-])[C@H](O)[C@@H](O)C(=O)[O-].[Pt+2].[C@@H]1([C@@H](CCCC1)N)N (1R,2R)-(-)-1,2-cyclohexanediamine platinum(II) L(+)-tartrate